C(CCCCCCC)C(COC(CCCCCC)=O)CCCCCCCCCC 2-octyldodecylheptanoate